S(=O)(=O)([O-])[O-].O[NH3+].[Li+] Lithium hydroxylammonium sulfat